ClN1NC(=CC(=N1)C1=CC=CC2=C1SC1=C2C=CC=C1)C1=CC=CC=C1 2-chloro-4-(4-dibenzothienyl)-6-phenyltriazine